CN=S(=O)(C)C=1C=C(C=CC1)NC(=O)C1=C(N=NC(=C1)C(F)(F)F)OC1=C(C=C(C=C1)OCC(F)(F)F)C N-(3-(N,S-dimethylsulfonimidoyl)phenyl)-3-(2-methyl-4-(2,2,2-trifluoroethoxy)phenoxy)-6-(trifluoromethyl)pyridazine-4-carboxamide